The molecule is a lipid A oxoanion obtained via deprotonation of the carboxy and phosphate OH groups of glucosyl-(heptosyl)2-(KDO)2-lipid A; major species at pH 7.3. It is a conjugate base of a glucosyl-(heptosyl)2-(KDO)2-lipid A. CCCCCCCCCCCCCC(=O)O[C@H](CCCCCCCCCCC)CC(=O)O[C@@H]1[C@H]([C@@H](O[C@@H]([C@H]1OP(=O)([O-])[O-])CO[C@@]2(C[C@H]([C@H]([C@H](O2)[C@@H](CO)O)O[C@@H]3[C@H]([C@H]([C@@H]([C@H](O3)[C@H](CO)O)O)O[C@@H]4[C@H]([C@H]([C@@H]([C@H](O4)[C@H](CO)O)O)O[C@@H]5[C@@H]([C@H]([C@@H]([C@H](O5)CO)O)O)O)O)O)O[C@@]6(C[C@H]([C@H]([C@H](O6)[C@@H](CO)O)O)O)C(=O)[O-])C(=O)[O-])OC[C@@H]7[C@H]([C@@H]([C@H]([C@H](O7)OP(=O)([O-])[O-])NC(=O)C[C@@H](CCCCCCCCCCC)O)OC(=O)C[C@@H](CCCCCCCCCCC)O)O)NC(=O)C[C@@H](CCCCCCCCCCC)OC(=O)CCCCCCCCCCC